3-chloro-4-(fluoromethoxy)-6-hydroxy-2-methyl-5-((2E,4E)-3-methyl-5-((1R,2R,6R,E)-1,2,6-trimethyl-3-(2-morpholinoethoxyimino)cyclohexyl)penta-2,4-dien-1-yl)benzaldehyde ClC=1C(=C(C=O)C(=C(C1OCF)C\C=C(\C=C\[C@@]1([C@H](/C(/CC[C@H]1C)=N/OCCN1CCOCC1)C)C)/C)O)C